N-((1-((2,2-dimethylcyclopropyl)methyl)pyrrolidin-3-yl)methyl)-1-(3-(4-methoxyphenyl)-1,2,4-oxadiazol-5-yl)piperidine-4-carboxamide CC1(C(C1)CN1CC(CC1)CNC(=O)C1CCN(CC1)C1=NC(=NO1)C1=CC=C(C=C1)OC)C